NCC=1C(=C(C=CC1)C=1C=CC2=C(C(=C(O2)CCC)COC2=C(C=CC(=C2)OC)CC(=O)O)C1)F 2-(2-((5-(3-(aminomethyl)-2-fluorophenyl)-2-propylbenzofuran-3-yl)methoxy)-4-methoxyphenyl)acetic acid